2-((2-((4-(((4-(2-aminoethyl)pyrimidin-2-yl)amino)methyl)phenyl)amino)-5-(trifluoromethyl)pyrimidin-4-yl)amino)-N-methylbenzamide NCCC1=NC(=NC=C1)NCC1=CC=C(C=C1)NC1=NC=C(C(=N1)NC1=C(C(=O)NC)C=CC=C1)C(F)(F)F